NC1=NN2C(N=CC=C2)=C1C(=O)NC=1C(=NN(C1)CC(=O)N1CCOCC1)C1=C(C=CC(=C1)Cl)OC 2-amino-N-(3-(5-chloro-2-methoxyphenyl)-1-(2-morpholino-2-oxoethyl)-1H-pyrazol-4-yl)pyrazolo[1,5-a]pyrimidine-3-carboxamide